(2-(7-(diethylamino)-3-oxo-3H-phenoxazin-2-yl)vinyl)-1-butylpyridinium bromide [Br-].C(C)N(C=1C=C2OC3=CC(C(=CC3=NC2=CC1)C=CC1=[N+](C=CC=C1)CCCC)=O)CC